FC=1C=2N(C=C(C1)N1N=CC3=C1C=C(S3)C3CCN(CC3)C(=O)OC(C)(C)C)C=C(N2)C tert-butyl 4-(1-{8-fluoro-2-methylimidazo[1,2-a]pyridin-6-yl}thieno[3,2-c]pyrazol-5-yl)piperidine-1-carboxylate